BrC1=C(C(=C(C=C1)F)[N+](=O)[O-])OC 1-bromo-4-fluoro-2-methoxy-3-nitrobenzene